2-pyrazoline-5-one N1N=CCC1=O